N-methyl-1-(3-pyridinesulfonyl)-5-(2-fluorophenyl)-1H-pyrrole-3-methanamine fumarate C(\C=C\C(=O)O)(=O)O.CNCC1=CN(C(=C1)C1=C(C=CC=C1)F)S(=O)(=O)C=1C=NC=CC1